C(C)(C)C1(C=C2CC(=C(N=C2C=2N1C=C(C(C2)=O)C(=O)O)OC)OCCCOC)C 6-isopropyl-2-methoxy-3-(3-methoxypropoxy)-6-methyl-10-oxo-4,10-dihydro-6H-pyrido[1,2-h][1,7]naphthyridine-9-carboxylic acid